CS(=O)(=O)O.COC=1C=C2C(=NC=NC2=CC1OC)N1CCN(CCC1)S(=O)(=O)N 4-(6,7-dimethoxyquinazolin-4-yl)-1,4-diazepan-1-sulfonamide methanesulfonate